(R)-benzyl 2-(((benzyloxy)carbonyl)amino)-3-(3-(3-ethyl-1-methyl-1H-pyrazol-4-yl)-5-fluorobenzamido)propanoate C(C1=CC=CC=C1)OC(=O)N[C@@H](C(=O)OCC1=CC=CC=C1)CNC(C1=CC(=CC(=C1)F)C=1C(=NN(C1)C)CC)=O